CC=1C=C2C(C(NC2=CC1)=O)=NN=C1SCC(N1C1=C(C=CC=C1C)C)=O 5-methyl-3-(2-(3-(2,6-dimethylphenyl)-4-oxothiazolidin-2-ylidene)hydrazono)indol-2-one